C(C)N(C(C(F)(F)F)=O)C[C@H](C)OC1=C(C(=NN1C)COC)C=1C=C2C(=NN(C2=CC1F)C1OCCCC1)C=C N-ethyl-2,2,2-trifluoro-N-((2S)-2-((4-(6-fluoro-1-(tetrahydro-2H-pyran-2-yl)-3-vinyl-1H-indazol-5-yl)-3-(methoxymethyl)-1-methyl-1H-pyrazol-5-yl)oxy)propyl)acetamide